ClC1=CC(=C(C(=C1)O)O)C=NC=1C=NC=CC1 5-chloro-3-((pyridin-3-ylimino)methyl)benzene-1,2-diol